FC1(CCC2(CC(C2)NC(OCC=2C=CC3=C(N=C(O3)C3C(NC(CC3)=O)=O)C2)=O)CC1)F (2-(2,6-dioxopiperidin-3-yl)benzo[d]oxazol-5-yl)methyl (7,7-difluorospiro[3.5]nonan-2-yl)carbamate